Zirconium (IV) isopropoxide CC([O-])C.[Zr+4].CC([O-])C.CC([O-])C.CC([O-])C